10H-thieno[2,3-b][1,5]benzodiazepine S1C=CC2=C1NC1=C(N=C2)C=CC=C1